N-(3-CHLORO-4-(TRIFLUOROMETHYL)PHENYL)-2,5-DIMETHYL-4-(3,3,4,4-TETRAFLUOROPYRROLIDINE-1-CARBONYL)-1H-PYRROLE ClC=1C=C(C=CC1C(F)(F)F)N1C(=CC(=C1C)C(=O)N1CC(C(C1)(F)F)(F)F)C